2-chloro-1-(1-piperidyl)ethanone ClCC(=O)N1CCCCC1